C1=C(C=CC2=CC=CC=C12)C1=C2C=CC=CC2=CC2=CC=CC=C12 10-(2-naphthyl)anthracene